ClC=1C(=NC(=NC1C)N1CCC(CC1)[C@@H]1CN(CCC1)C(=O)OC(C)(C)C)N[C@H](C)C1=C(C=C(C=C1)Cl)Cl |o1:14| tert-butyl (R or S)-1'-(5-chloro-4-(((R)-1-(2,4-dichlorophenyl)ethyl)amino)-6-methylpyrimidin-2-yl)-[3,4'-bipiperidine]-1-carboxylate